{1-[(adamantan-1-yl)methyl]-5-methyl-1H-pyrazol-4-yl}-6-{3-[(1,3-benzothiazol-2-yl)amino]-4-methyl-5H,6H,7H,8H-pyrido[2,3-c]pyridazin-8-yl}pyridine-2-carboxylic acid C12(CC3CC(CC(C1)C3)C2)CN2N=CC(=C2C)C=2C(=NC(=CC2)N2CCCC3=C2N=NC(=C3C)NC=3SC2=C(N3)C=CC=C2)C(=O)O